The molecule is the conjugate base of 2-azelaoyl-sn-glycero-3-phosphocholine, obtained by deprotonation of the free carboxy group; major species at pH 7.3. It is a conjugate base of a 2-azelaoyl-sn-glycero-3-phosphocholine. C[N+](C)(C)CCOP(=O)([O-])OC[C@@H](CO)OC(=O)CCCCCCCC(=O)[O-]